1-octadecyl-2-octadecanoyl-sn-glycero-3-phosphocholine C(CCCCCCCCCCCCCCCCC)OC[C@@H](OC(CCCCCCCCCCCCCCCCC)=O)COP(=O)([O-])OCC[N+](C)(C)C